5-Chloro-1-(4-fluorophenyl)-3-[1-(2-oxoimidazolidin-1-ylethyl)-4-piperidinyl]-1H-indole ClC=1C=C2C(=CN(C2=CC1)C1=CC=C(C=C1)F)C1CCN(CC1)CCN1C(NCC1)=O